phenyl 2,3,4,6-tetra-O-acetyl-1-thio-α-D-mannopyranoside C(C)(=O)O[C@@H]1[C@@H](SC2=CC=CC=C2)O[C@@H]([C@H]([C@@H]1OC(C)=O)OC(C)=O)COC(C)=O